C(C)(=O)C1=NN(C2=C(C=C(C=C12)C=1C=NC(=NC1)CO)C)CC(=O)N1[C@@H]2C[C@@]2(C[C@H]1C(=O)NC1=NC(=CC=C1C1CC1)Br)C (1R,3S,5R)-2-(2-(3-acetyl-5-(2-(hydroxymethyl)pyrimidin-5-yl)-7-methyl-1H-indazol-1-yl)acetyl)-N-(6-bromo-3-cyclopropylpyridin-2-yl)-5-methyl-2-azabicyclo[3.1.0]hexane-3-carboxamide